O=C(CCC(=O)OC(C)(C)C)C1=NC=CN=C1 tert-butyl 4-oxo-4-pyrazin-2-yl-butanoate